C1=NNC=2C1=C1CCNCC1=CC2 6,7,8,9-Tetrahydro-3H-pyrazolo[4,3-f]isoquinoline